OCCC(C(=O)N)CCCCCCCCCCCCCCCCCCCC hydroxyethyl-behenamide